CC1(OB(OC1(C)C)C1=CC=2N(C=C1)C1=C(N2)C=CC=C1)C 3-(4,4,5,5-tetramethyl-1,3,2-dioxaborolan-2-yl)benzo[4,5]imidazo[1,2-a]pyridine